The molecule is a 1,2-diacyl-sn-glycerol 3-phosphate in which the acyl substituents at positions 1 and 2 are specified as stearoyl and oleoyl respectively. It derives from an oleic acid and an octadecanoic acid. It is a conjugate acid of a 1-stearoyl-2-oleoyl-sn-glycero-3-phosphate(2-). CCCCCCCCCCCCCCCCCC(=O)OC[C@H](COP(=O)(O)O)OC(=O)CCCCCCC/C=C\\CCCCCCCC